tert-butyl ((1R,4R)-4-((5-((cyanomethyl)carbamoyl)-2-(3-cyanopyrrolo[1,2-b]pyridazin-7-yl)pyridin-4-yl)amino)cyclohexyl)carbamate C(#N)CNC(=O)C=1C(=CC(=NC1)C1=CC=C2N1N=CC(=C2)C#N)NC2CCC(CC2)NC(OC(C)(C)C)=O